Methyl 2-(2-chlorophenoxy)acetate ClC1=C(OCC(=O)OC)C=CC=C1